1-(5-(6-chloro-3-(1H-imidazol-1-yl)-5-methoxy-1-methyl-1H-pyrrolo[3,2-b]pyridin-2-yl)-1H-1,2,4-triazol-3-yl)-2,2-difluoroethan-1-ol ClC=1C=C2C(=NC1OC)C(=C(N2C)C2=NC(=NN2)C(C(F)F)O)N2C=NC=C2